N,N'-bis(3,5-di-tert-butyl-4-hydroxyphenyl-propionyl)hydrazine C(C)(C)(C)C=1C=C(C=C(C1O)C(C)(C)C)CCC(=O)NNC(CCC1=CC(=C(C(=C1)C(C)(C)C)O)C(C)(C)C)=O